FC1=CC=C(C=C1)S(=O)(=O)Cl 4-fluorobenzene-1-sulfonyl chloride